L-4,4-dimethylaminobenzophenone CNC1(CC=C(C(=O)C2=CC=CC=C2)C=C1)NC